4-(N-methyl-N-(3-(N,N-dibutyl-L-leucylamino)-4-methoxyphenyl)-amino)coumarin tert-butyl-2-(5-cyclopropyl-4,7-difluoro-3,3-dimethyl-2-oxoindol-1-yl)acetate C(C)(C)(C)OC(CN1C(C(C2=C(C(=CC(=C12)F)C1CC1)F)(C)C)=O)=O.CN(C1=CC(=C(C=C1)OC)NC([C@@H](N(CCCC)CCCC)CC(C)C)=O)C1=CC(OC2=CC=CC=C12)=O